ethyl 5-methyl-3-oxo-3,4-dihydropyrazine-2-carboxylate CC=1NC(C(=NC1)C(=O)OCC)=O